ClC=1C=C(C=CC1OC(C)C)C(=O)N1CCC2(CC1)C=1N(CCN2C)C(=CC1)C(C(F)(F)F)(F)F (3-chloro-4-isopropoxy-phenyl)-[2-methyl-6-(1,1,2,2,2-pentafluoroethyl)spiro[3,4-dihydropyrrolo[1,2-a]pyrazine-1,4'-piperidine]-1'-yl]methanone